C(CCCCCCCCC)N(C(C)=O)C1[C@H](O)[C@@H](O)[C@H](O)CO1 decyl-N-acetylxylosylamine